C(CCC)N1C2=CC=C(C=C2C=2C=C(C=CC12)C(C)=NO)C(C1=C(C=CC=C1)CC)=O 1-[9-n-butyl-6-(2-ethylbenzoyl)-9H-carbazole-3-yl]-ethane-1-one oxime